azochlorine phosphorus [P].N(=NCl)Cl